5-(benzyloxy)-3-phenethyl-2,3-dihydro-1H-pyrido[2,1-f][1,2,4]triazine-4,6-dione C(C1=CC=CC=C1)OC=1C(C=CN2NCN(C(C21)=O)CCC2=CC=CC=C2)=O